FC(CCNC=1C=2N(C3=CC=C(C=C3N1)C(=O)O)C=CC2)(F)F 4-((3,3,3-Trifluoropropyl)amino)pyrrolo[1,2-a]quinoxaline-7-carboxylic acid